2-((4-fluoro-2-methylphenyl)amino)-N-(2-methoxy-5-methylpyridin-4-yl)-4-(trifluoromethyl)benzamide FC1=CC(=C(C=C1)NC1=C(C(=O)NC2=CC(=NC=C2C)OC)C=CC(=C1)C(F)(F)F)C